ACETYLCHLORIDE C(C)(=O)Cl